FC1=C(OC2=C(C=C(C=C2)N2C(N[C@H](C2=O)C(C)C)=O)C=2C3=C(C(N(C2)C)=O)NC=C3)C=CC(=C1)F (S)-3-(4-(2,4-difluorophenoxy)-3-(6-methyl-7-oxo-6,7-dihydro-1H-pyrrolo[2,3-C]pyridin-4-yl)phenyl)-5-isopropylimidazoline-2,4-dione